methyl 5-(cis-4-(tert-butoxycarbonyl)-4-methylcyclohexyl)-1-methyl-4,5,6,7-tetrahydro-1H-imidazo[4,5-c]pyridine-2-carboxylate C(C)(C)(C)OC(=O)C1(CCC(CC1)N1CC2=C(CC1)N(C(=N2)C(=O)OC)C)C